(1aR,5aR)-2-(2,4-Difluoro-phenyl)-1a,2,5,5a-tetrahydro-1H-2,3-diaza-cyclopropa[a]pentalene-4-carboxylic acid (1,1-dioxo-tetrahydro-1λ6-thiophen-3-ylmethyl)-amide O=S1(CC(CC1)CNC(=O)C=1C=2C[C@@H]3[C@H](C2N(N1)C1=C(C=C(C=C1)F)F)C3)=O